3-chloro-8-ethyl-1-(4-methoxybenzyl)quinoxalin-2(1H)-one ClC=1C(N(C2=C(C=CC=C2N1)CC)CC1=CC=C(C=C1)OC)=O